2-[2-[2-[2-(2-hydroxyethynoxy)ethoxy]ethoxy]ethoxy]ethanol OC#COCCOCCOCCOCCO